2-chloro-4-methyl-6-[2-(trimethylsilyl)ethynyl]pyrimidine ClC1=NC(=CC(=N1)C)C#C[Si](C)(C)C